[C@H]12CN(C[C@H](CC1)N2)C=2C1=C(N=C(N2)OCC2(CC2)CN2CCCC2)C(=C(N=C1)C1=CC(=CC2=CC=C(C(=C12)C#C)F)O)F 4-(4-((1R,5S)-3,8-diazabicyclo[3.2.1]octan-3-yl)-8-fluoro-2-((1-(pyrrolidin-1-ylmethyl)cyclopropyl)methoxy)pyrido[4,3-d]pyrimidin-7-yl)-5-ethynyl-6-fluoronaphthalen-2-ol